C1(CC1)C1=NN=C2N1N=C(C=C2NC=2N=NC=CC2)N[C@@H](CO)CC (R)-2-((3-cyclopropyl-8-(pyridazin-3-ylamino)-[1,2,4]triazolo[4,3-b]pyridazin-6-yl)amino)butan-1-ol